N-(6-(5-chloro-7-((1S,2R)-1,2-dihydroxypropyl)-6-fluoro-1H-indazol-4-yl)imidazo[1,2-a]pyrazin-2-yl)-2-fluorocyclopropane-1-carboxamide ClC=1C(=C2C=NNC2=C(C1F)[C@@H]([C@@H](C)O)O)C=1N=CC=2N(C1)C=C(N2)NC(=O)C2C(C2)F